4-[8-(3,8-diazabicyclo[3.2.1]octan-3-yl)-4-fluoro-5,6-dimethyl-2,7-naphthyridin-3-yl]-5-ethyl-6-fluoro-naphthalen-2-ol C12CN(CC(CC1)N2)C=2N=C(C(=C1C(=C(N=CC21)C2=CC(=CC1=CC=C(C(=C21)CC)F)O)F)C)C